COC1=C(C(=O)C2=CC=C(C=C2)O)C=CC(=C1)OC 2,4-dimethoxy-4'-hydroxy-benzophenone